2'-({1-[3-(1-Hydroxyethyl)benzenesulfonyl]piperidin-4-yl}amino)-7'-[(1R,3R)-3-(oxan-2-yloxy)cyclohexyl]spiro[cyclopropane-1,5'-pyrrolo[2,3-d]pyrimidin]-6'-one OC(C)C=1C=C(C=CC1)S(=O)(=O)N1CCC(CC1)NC=1N=CC2=C(N1)N(C(C21CC1)=O)[C@H]1C[C@@H](CCC1)OC1OCCCC1